ClC=1C=C(C=C(C1)Cl)C=1C=CC=C2C(=C(C=NC12)C(N[C@H]1CCOC2=CC=CC=C12)=O)N1[C@@H](CCC1)C(=O)OC(C)(C)C tert-butyl 1-{8-(3,5-dichlorophenyl)-3-[(4S)-3,4-dihydro-2H-chromen-4-ylcarbamoyl] quinolin-4-yl}-L-prolinate